2-(hydroxyethyl)-p-toluidin OCCC1=C(N)C=CC(=C1)C